3-(2-(4-Butylphenyl)-3-oxoindolin-2-yl)-4-hydroxy-1-methylpyrrolidine-2,5-dione C(CCC)C1=CC=C(C=C1)C1(NC2=CC=CC=C2C1=O)C1C(N(C(C1O)=O)C)=O